tert-butyl 4-((8-((tert-butoxycarbonyl)(3-fluorophenyl)amino)-3-isopropylimidazo[1,2-b]pyridazin-6-yl)oxy)piperidine-1-carboxylate C(C)(C)(C)OC(=O)N(C=1C=2N(N=C(C1)OC1CCN(CC1)C(=O)OC(C)(C)C)C(=CN2)C(C)C)C2=CC(=CC=C2)F